N-((4,4-difluoro-5,5-dimethylpiperidin-3-yl)methyl)methanesulfonamide FC1(C(CNCC1(C)C)CNS(=O)(=O)C)F